(S)-4-((1-(2,5-difluorophenyl)ethyl)amino)-2,6-difluoro-N-(pyrimidin-4-yl)benzenesulfonamide FC1=C(C=C(C=C1)F)[C@H](C)NC1=CC(=C(C(=C1)F)S(=O)(=O)NC1=NC=NC=C1)F